5-[2-(tert-butoxy)ethoxy]-4-[(1,3-dimethoxypropan-2-yl)amino]-N-[5-(5-methylpyrazol-1-yl)-1,3,4-thiadiazol-2-yl]-6-oxopyran-2-carboxamide C(C)(C)(C)OCCOC1=C(C=C(OC1=O)C(=O)NC=1SC(=NN1)N1N=CC=C1C)NC(COC)COC